CN(C1=CC=C(C=C1)C1=CC=C(C=C1)C=C(C#N)C#N)C 2-((4'-(dimethylamino)-[1,1'-biphenyl]-4-yl)methylene)malononitrile